ClC=1C(=C(C=CC1)NC(=O)C1=CC(=CC=2NC(=NC21)CN(C)C)NC(=O)C2=C(C=CC=C2)C(F)(F)F)C N-(3-chloro-2-methylphenyl)-2-[(dimethylamino)methyl]-6-({[2-(trifluoromethyl)phenyl]carbonyl}Amino)-1H-benzimidazole-4-carboxamide